CCC#CC(=O)Cl pentynoyl chloride